O=C1N(CCC12CNC1=C(O2)N=CC(=C1)C1=CC=CC=C1)C#N Oxo-7-phenyl-1,2-dihydrospiro[pyrido[2,3-b][1,4]oxazine-3,3'-pyrrolidine]-1'-carbonitrile